BrC1=CC(=C(C=C1F)NS(=O)(=O)C1=CNC(=C1)C=1SC=CN1)F N-(4-bromo-2,5-difluorophenyl)-5-(1,3-thiazol-2-yl)-1H-pyrrole-3-sulfonamide